5-aminopentyl 2-methylacrylate CC(C(=O)OCCCCCN)=C